OC[C@H]1COC2=C(N=CC=C21)NC2=NNC1=CC(=CC=C21)[C@@H]2C[C@@]21C(NC2=CC=C(C=C12)OC)=O (1R,2S)-2-(3-[[(3S)-3-(hydroxymethyl)-2H,3H-furo[2,3-c]pyridin-7-yl]amino]-1H-indazol-6-yl)-5'-methoxy-1'H-spiro[cyclopropan-1,3'-indol]-2'-one